FC1=CC(=C(C=C1)C=1C2=C(C(OC1C(=O)OCC)=O)C=CS2)OCCOC ethyl 7-[4-fluoro-2-(2-methoxyethoxy)phenyl]-4-oxo-thieno[3,2-c]pyran-6-carboxylate